N-[4-(4-Chloroimidazol-1-yl)-3-methoxy-phenyl]-4-(4-fluorophenyl)-6,7-dihydro-5H-[1,2,4]triazolo[1,5-a]pyrimidin-2-amine ClC=1N=CN(C1)C1=C(C=C(C=C1)NC1=NN2C(N(CCC2)C2=CC=C(C=C2)F)=N1)OC